1,4,3-oxathiazine O1C=NSC=C1